FC1=C(C=C(C(=C1)F)\C=C\OC)CC(=O)O 2-[2,4-difluoro-5-[(E)-2-methoxyvinyl]phenyl]acetic acid